glyoxylic acid (E)-methyl oxime CO\N=C\C(=O)O